(E)-N-(2-(6-bromo-2-oxo-2,3-dihydro-1,3-benzoxazol-3-yl)ethyl)-3-(2-furyl)acrylamide BrC1=CC2=C(N(C(O2)=O)CCNC(\C=C\C=2OC=CC2)=O)C=C1